1-cyclohexyl-1,2-dihydroacenaphthylene C1(CCCCC1)C1CC2=CC=CC3=CC=CC1=C23